ClC=1C=C(CN2N=C(C=CC2=O)C=2SC=CC2)C=CC1 2-(3-chlorobenzyl)-6-(thiophen-2-yl)pyridazin-3(2H)-one